2-((2S,3S)-2-amino-3-methylpentanamido)-3-(4-fluorophenyl)propanoic acid N[C@H](C(=O)NC(C(=O)O)CC1=CC=C(C=C1)F)[C@H](CC)C